COC(=O)NS(=O)(=O)C1=CC=C(C=C1)C(F)(F)F methoxycarbonyl-4-(trifluoromethyl)phenylsulfonamide